1-TOSYL-3,4-DIHYDROPYRIMIDIN-2(1H)-ONE S(=O)(=O)(C1=CC=C(C)C=C1)N1C(NCC=C1)=O